CCCCCCCCCCCCCCCC/C=C\OC[C@H](COP(=O)(O)OC[C@@H](C(=O)O)N)OC(=O)CCCC/C=C\C/C=C\C/C=C\CCCCC 1-(1Z-octadecenyl)-2-(6Z,9Z,12Z-octadecatrienoyl)-glycero-3-phosphoserine